6-bromo-1,3-dichloroimidazo[1',2':1,6]pyrido[3,2-d]pyrimidine BrC1=CC2=NC(=NC(=C2N2C1=NC=C2)Cl)Cl